OC(CCSC)OC(CCSC)O 1-(1'-hydroxy-3-(methylthio)propoxy)-3-(methylthio)propanol